ClC1=CC=CC(=N1)OCC(C)OCCC1=CC(=NN1C)C1=C2C=C(N=CC2=C(N=C1)NC)NC(=O)C1CC1 N-(5-(5-(2-((1-((6-chloropyridin-2-yl)oxy)propan-2-yl)oxy)ethyl)-1-methyl-1H-pyrazol-3-yl)-8-(methylamino)-2,7-naphthyridin-3-yl)cyclopropanecarboxamide